NC1=C(C(=NN1C1CC(C1)CN1CCC1)C1=CC=C2C=CC(=NC2=C1)C1=CC=CC=C1)C(=O)N 5-amino-1-((1s,3s)-3-(azetidin-1-ylmethyl)cyclobutyl)-3-(2-phenylquinolin-7-yl)-1H-pyrazole-4-carboxamide